FC1(CC(C1)C1=CC(=C(C=C1F)N1C(C=CC2=CC(=C(C=C12)F)S(=O)(=O)N(CC1=CC=C(C=C1)OC)C1=NOC=C1)=O)OC)F (P)-1-(4-(3,3-difluorocyclobutyl)-5-fluoro-2-methoxyphenyl)-7-fluoro-N-(isoxazol-3-yl)-N-(4-methoxybenzyl)-2-oxo-1,2-dihydroquinoline-6-sulphonamide